2-chloro-8-(1-(4-(1-methyl-4-(trifluoromethyl)-1H-imidazol-2-yl)phenyl)ethyl)pteridin-7(8H)-one ClC1=NC=2N(C(C=NC2C=N1)=O)C(C)C1=CC=C(C=C1)C=1N(C=C(N1)C(F)(F)F)C